(1r,2'S,4S)-4-(3-chloroanilino)-5',6'-dimethyl-2'-{(2R)-2-methyl-3-[(thieno[3,2-b]pyridin-7-yl)oxy]propyl}-2',3'-dihydrospiro[cyclohexane-1,1'-indene]-4-carboxylic acid ClC=1C=C(NC2(CCC3([C@H](CC4=CC(=C(C=C34)C)C)C[C@H](COC3=C4C(=NC=C3)C=CS4)C)CC2)C(=O)O)C=CC1